OC1=C(C=CC(=C1)OC)C(\C=C\C1=CC=CC=C1)=O (E)-1-(2-hydroxy-4-methoxyphenyl)-3-phenylprop-2-en-1-one